C1(CC1)C1(CN(C1)CC(=O)NC=1C=C(C(=NC1)C)NC(=O)C=1N=NN2C1C=CC(=C2)C=2C=NN(C2)C)F N-[5-[[2-(3-cyclopropyl-3-fluoro-azetidin-1-yl)acetyl]amino]-2-methyl-3-pyridyl]-6-(1-methylpyrazol-4-yl)triazolo[1,5-a]pyridine-3-carboxamide